CC1(OCCO1)CCCCNC(=S)NC(C1=CC=CC=C1)=O (2-methyl-1,3-dioxolan-2-yl)butyl-N'-benzoyl-thiourea